D-proline methyl ester COC([C@@H]1NCCC1)=O